aluminum oxide silicon [Si+4].[O-2].[Al+3]